rac-N-((4R,5R)-3-(2-aminoethyl)-7-ethyl-4-(4-fluorophenyl)-6-oxo-1-phenyl-4,5,6,7-tetrahydro-1H-pyrazolo[3,4-b]pyridin-5-yl)-3-(trifluoromethyl)benzamide NCCC1=NN(C=2N(C([C@@H]([C@@H](C21)C2=CC=C(C=C2)F)NC(C2=CC(=CC=C2)C(F)(F)F)=O)=O)CC)C2=CC=CC=C2 |r|